ClC=1C(=NC(=NC1)N1CC(C1)(C#N)C)NC1=CC=2C3=C(C(N(C2C=C1)C)=O)OCC([C@@H](N3)C3CC3)(F)F (S)-1-(5-Chloro-4-((2-cyclopropyl-3,3-difluoro-7-methyl-6-oxo-1,2,3,4,6,7-hexahydro-[1,4]oxazepino[2,3-c]chinolin-10-yl)amino)pyrimidin-2-yl)-3-methylazetidin-3-carbonitril